O(S(=O)(=O)C(F)(F)F)CCF Monofluoroethyl triflate